carbon [13C]-urea N[13C](=O)N.[C]